(2R,3R,4R,5S)-2-methyl-1-(((R)-1-(4-(trifluoromethyl)pyridin-3-yl)piperidin-3-yl)methyl)piperidine-3,4,5-triol C[C@H]1N(C[C@@H]([C@H]([C@@H]1O)O)O)C[C@@H]1CN(CCC1)C=1C=NC=CC1C(F)(F)F